tert-butyl (1R,3R)-3-hydroxycycloheptylcarbamate O[C@H]1C[C@@H](CCCC1)NC(OC(C)(C)C)=O